C(C)(CC)C1C(NC2=C(CN1C(=O)NC=1C=NC=C(C1)C(N)=O)C=CC=C2)=O 3-(sec-butyl)-N-(5-carbamoylpyridin-3-yl)-2-oxo-1,2,3,5-tetrahydro-4H-benzo[1,4]diazepine-4-carboxamide